ClC=1C=C(C=C(C1)Cl)C=1N=CC=C2C(=C(C=NC12)NC(=O)[C@@H]1CCOC2=CC=CC=C12)N(C)C (4R)-N-[8-(3,5-dichlorophenyl)-4-(dimethylamino)-1,7-naphthyridin-3-yl]chromane-4-carboxamide